3-[(3R)-3-[3-(1H-pyrazol-4-yl)-1-tetrahydropyran-2-yl-pyrazolo[3,4-c]pyridin-5-yl]oxybutoxy]propan-1-ol N1N=CC(=C1)C1=NN(C2=CN=C(C=C21)O[C@@H](CCOCCCO)C)C2OCCCC2